NC1=C(C=C(C=N1)C=1N=C(N(N1)C(C)C)C1CC(CC1)=O)C(F)(F)F 3-[5-[6-amino-5-(trifluoromethyl)-3-pyridinyl]-2-isopropyl-1,2,4-triazol-3-yl]cyclopentanone